C(C)C1=NN2C(N(C3=C(C2=O)CN(C3=O)C3CN(C3)S(=O)(=O)C)CC(=O)NC3=NC=C(C=C3)F)=C1 2-{2-ethyl-6-[1-(methanesulfonyl)azetidin-3-yl]-5,8-dioxo-5,6,7,8-tetrahydro-4H-pyrazolo[1,5-a]pyrrolo[3,4-d]pyrimidin-4-yl}-N-(5-fluoropyridin-2-yl)acetamide